8-bromo-2-(oxetan-3-yloxy)-1,5-naphthyridine BrC=1C=CN=C2C=CC(=NC12)OC1COC1